2-(4-(4-Amino-3-(4-phenoxyphenyl)-1H-pyrazolo[3,4-d]pyrimidin-1-yl)piperidin-1-yl)-N-(2-aminophenyl)acetamide NC1=C2C(=NC=N1)N(N=C2C2=CC=C(C=C2)OC2=CC=CC=C2)C2CCN(CC2)CC(=O)NC2=C(C=CC=C2)N